CN1N=CC2=CC(=CC=C12)N1C(C2=CC=C(C=C2C1)OCC1=NN(C=C1)C)=O (1-methyl-1H-indazol-5-yl)-5-((1-methyl-1H-pyrazol-3-yl)methoxy)isoindolin-1-one